(R)-tert-butyl 2-((4-((3-chloro-4-(pyridin-2-ylmethoxy)phenyl)amino)-6-nitroquinazolin-7-yl) ethynyl)-2-methylpyrrolidine-1-carboxylate ClC=1C=C(C=CC1OCC1=NC=CC=C1)NC1=NC=NC2=CC(=C(C=C12)[N+](=O)[O-])C#C[C@@]1(N(CCC1)C(=O)OC(C)(C)C)C